Cl.FC(CNC1CC2(C1)CC(C2)N)(F)F N2-(2,2,2-trifluoroethyl)spiro[3.3]heptane-2,6-diamine hydrochloride